C(C)(C)(C)OC(=O)N1CC(CC1)C(C(=O)OC)C 3-(1-methoxy-1-oxopropan-2-yl)pyrrolidine-1-carboxylic acid tert-butyl ester